C(\C=C\C(=O)OCCCCCCCCCCCCCCCCCCCCC)(=O)OCCCCCCCCCCCCCCCCCCCCC diheneicosanyl fumarate